C/C(=C(\\CC(=O)[O-])/C(=O)[O-])/C(=O)[O-] The molecule is tricarboxylate anion of (2Z)-but-2-ene-1,2,3-tricarboxylic acid; major species at pH 7.3. It has a role as a human metabolite. It is a conjugate base of a (Z)-but-2-ene-1,2,3-tricarboxylic acid.